P(=O)([O-])([O-])[O-].S(=O)(=O)(O)O.[Fe+2].[Na+].FC(C)(F)C1=NC=CC(=N1)NC1=C(C=NC(=C1)NC(C)=O)C1=NC=C(C=C1)CN1CC(C1)(C)OC N-(4'-((2-(1,1-difluoroethyl)pyrimidin-4-yl)amino)-5-((3-methoxy-3-methylazetidin-1-yl)methyl)-[2,3'-bipyridyl]-6'-yl)acetamide sodium iron sulfate phosphate